C(#N)C=1C=CC(=C(C1)[C@H](C(F)F)CC(C)(S(=O)N)C)F ((R)-1-(5-cyano-2-fluorophenyl)-2,2-difluoroethyl)-2-methylpropane-2-sulfinamide